C(C)(C)(C)OC(=O)N[C@H](C(=O)NCCCC[C@@H](C(=O)O)NC(=O)OCC1C2=CC=CC=C2C=2C=CC=CC12)CCCNC(=O)OC(C)(C)C (2S)-6-[(2S)-2,5-bis({[(tert-butoxy)carbonyl]amino})pentanamido]-2-({[(9H-fluoren-9-yl)methoxy]carbonyl}amino)hexanoic acid